C(CCCCCCC(=O)ON1C(CCC1=O)=O)(=O)OCC1=CC=CC=C1 1-benzyl 8-(2,5-dioxopyrrolidin-1-yl) octanedioate